FC1=CC=C(C=C1)C1=C(C=2N(C(=N1)N)N=C(N2)C[C@@H]2N(CCC2)C)C=2C=CC=1N(C2)C(=CN1)C (R)-7-(4-fluorophenyl)-8-(3-methylimidazo[1,2-a]pyridin-6-yl)-2-((1-methylpyrrolidin-2-yl)methyl)-[1,2,4]triazolo[1,5-c]pyrimidin-5-amine